2-[[4-(3-methoxypropoxy)-3-methylpyridin-2-yl]methylthio]-1H-benzimidazole COCCCOC1=C(C(=NC=C1)CSC1=NC2=C(N1)C=CC=C2)C